5-(2-((1-Fluorocyclobutyl)methyl)oxazol-5-yl)-6-(chinolin-7-yl)picolinonitril FC1(CCC1)CC=1OC(=CN1)C=1C=CC(=NC1C1=CC=C2C=CC=NC2=C1)C#N